(S)-3-(2-(Difluoromethoxy)phenyl)-6-(2-((3-methoxypropyl)amino)pyrimidin-5-yl)-2,3-dihydropyrazolo[1,2-a]indazol-9(1H)-one FC(OC1=C(C=CC=C1)[C@@H]1CCN2N1C=1C=C(C=CC1C2=O)C=2C=NC(=NC2)NCCCOC)F